C1=C(C=CC=2C3=CC=CC=C3CC12)S(=O)(=O)NC1=C(C=CC=C1)C#CC=1C=CC(=NC1)C(=O)O 5-{2-[2-(9H-fluorene-2-sulfonamido)phenyl]ethynyl}pyridine-2-carboxylic acid